C(O)(O)=O.ClC#C monochloro vinylene carbonate